prop-2-yn-1-yl (E)-4-[4-(3-Chloro-10,11-dihydro-dibenzo[b,f]azepin-5-yl)-butylamino]but-2-enoate ClC=1C=CC2=C(N(C3=C(CC2)C=CC=C3)CCCCNC/C=C/C(=O)OCC#C)C1